(3R,4R)-4-({5-chloro-4-[4-fluoro-2-(hydroxymethyl)-1-(propan-2-yl)-1H-benzimidazol-6-yl]pyrimidin-2-yl}amino)-1-(methanesulfonyl)piperidin-3-ol ClC=1C(=NC(=NC1)N[C@H]1[C@@H](CN(CC1)S(=O)(=O)C)O)C=1C=C(C2=C(N(C(=N2)CO)C(C)C)C1)F